benzyl (2S)-4-(4-amino-6-chloro-5-fluoronicotinoyl)-2-methylpiperidine-1-carboxylate NC1=C(C(=NC=C1C(=O)C1C[C@@H](N(CC1)C(=O)OCC1=CC=CC=C1)C)Cl)F